CC1=C2CC(CC2=CC=C1)NC(=O)C1=CC=NC=2N1N=CC2C(=O)N N7-(4-methylindan-2-yl)pyrazolo[1,5-a]pyrimidine-3,7-dicarboxamide